tert-Butyl (S)-2-[2-(1-cyclopropyl-3-methyl-1H-pyrazole-4-carbonyl)-6-(3-methyl-1H-pyrrolo[2,3-b]pyridin-5-yl)-1,2,3,4-tetrahydroisoquinolin-8-yl]pyrrolidine-1-carboxylate C1(CC1)N1N=C(C(=C1)C(=O)N1CC2=C(C=C(C=C2CC1)C=1C=C2C(=NC1)NC=C2C)[C@H]2N(CCC2)C(=O)OC(C)(C)C)C